(R)-5-Cyano-N-ethyl-N-(2,2,2-trifluoro-1-(p-tolyl)ethyl)pyridine-3-sulfonamide C(#N)C=1C=C(C=NC1)S(=O)(=O)N([C@@H](C(F)(F)F)C1=CC=C(C=C1)C)CC